C1CCC2=C(C=CC=C12)C1=C(C=C2C(=N1)C(=NN2COCC[Si](C)(C)C)I)OC 5-(2,3-dihydro-1H-inden-4-yl)-3-iodo-6-methoxy-1-((2-(trimethylsilyl)ethoxy)-methyl)-1H-pyrazolo[4,3-b]pyridine